[I-].C(C)(C)C1=C(C(=CC=C1)C(C)C)C=1C=NN(C1)C=1C=C(OC=2C=C(C=CC2)N2C=[N+](C3=C2C=CC=C3)C([2H])([2H])[2H])C=CC1 1-(3-(3-(4-(2,6-diisopropylphenyl)-1H-pyrazol-1-yl)phenoxy)phenyl)-3-(methyl-d3)-1H-benzo[d]imidazol-3-ium iodide